FC1(OC2=C(O1)C=CC=C2NC2=NC=C(C(=N2)N2C=C(C=C2)C(=O)NC(CO)C2=CC(=CC=C2)Cl)C)F 1-(2-((2,2-difluorobenzo[d][1,3]dioxol-4-yl)amino)-5-methylpyrimidin-4-yl)-N-(1-(3-chlorophenyl)-2-hydroxyethyl)-1H-pyrrole-3-carboxamide